1-(5-bromopyridin-2-yl)-3-fluoro-N-(4-fluorophenyl)cyclobutanecarboxamide BrC=1C=CC(=NC1)C1(CC(C1)F)C(=O)NC1=CC=C(C=C1)F